BrC=1C=C2C(=NN(C2=CC1)C1OCCCC1)Cl 5-bromo-3-chloro-1-(tetrahydro-2H-pyran-2-yl)-1H-indazole